methyl 2-(6-((2-((tert-butoxycarbonyl) amino)-2-methylpropyl) carbamoyl) pyrazin-2-yl)-3-methyl-1H-indole-5-carboxylate C(C)(C)(C)OC(=O)NC(CNC(=O)C1=CN=CC(=N1)C=1NC2=CC=C(C=C2C1C)C(=O)OC)(C)C